BrC1=CC(=C2N(C1=O)C1(NC2=O)CC2(C1)CCCC2)C 6''-bromo-8''-methyl-2''H-dispiro[cyclopentane-1,1'-cyclobutane-3',3''-imidazo[1,5-a]pyridine]-1'',5''-dione